C(=O)(OC(C)(C)C)N(CC(=O)O)CC(=O)O N-(Boc)iminodiacetic acid